2-amino-6-(1-methyl-1H-indazol-4-yl)benzonitrile NC1=C(C#N)C(=CC=C1)C1=C2C=NN(C2=CC=C1)C